ClC1=CC=C(C=N1)N1C(C=CC2=CC=CN=C12)=O 1-(6-Chloropyridin-3-yl)-1,8-naphthyridin-2(1H)-one